cyclobutyl-2-ethyl-5-(5-ethyl-4H-1,2,4-triazol-3-yl)benzoic acid C1(CCC1)C=1C(=C(C(=O)O)C=C(C1)C1=NN=C(N1)CC)CC